2-(4-methylpiperazin-1-yl)pyrimidine-5-Boronic acid pinacol ester CN1CCN(CC1)C1=NC=C(C=N1)B1OC(C)(C)C(C)(C)O1